[C@@H]1([C@H](O)[C@H](O)[C@@H](CO)O1)C1=CNC(=S)NC1=O 2-thiopseudouridine